CC1(C=2C(=NC=NC2C2=C(C1)C=C(C=C2)B2OC(C(O2)(C)C)(C)C)N)C 5,5-dimethyl-8-(4,4,5,5-tetramethyl-1,3,2-dioxaborolan-2-yl)-6H-benzo[h]quinazolin-4-amine